C(CCC=O)=O 1,4-butanedione